6,7-dichloro-5-(2,6-difluorophenyl)-1,3-dihydro-1,4-benzodiazepin-2-thione ClC1=C(C=CC2=C1C(=NCC(N2)=S)C2=C(C=CC=C2F)F)Cl